6-[5-(difluoromethyl)-1,3,4-oxadiazol-2-yl]-2-[(1RS,2RS)-2-(4-fluorophenyl)-2-hydroxy-1-(pyridin-2-yl)ethyl]-2,3-dihydro-1H-isoindol-1-one FC(C1=NN=C(O1)C1=CC=C2CN(C(C2=C1)=O)[C@@H]([C@H](O)C1=CC=C(C=C1)F)C1=NC=CC=C1)F |r|